2-bromo-3,5,6-trifluorobenzyl (1R)-trans-3-(2-cyano-1-propenyl)-2,2-dimethylcyclopropanecarboxylate C(#N)C(=C[C@H]1C([C@@H]1C(=O)OCC1=C(C(=CC(=C1F)F)F)Br)(C)C)C